ClC=1C=C(C=CC1)[C@@H](CO)NC(=O)NC=1C=NN(C1)C1=NC(=NC=C1)NC1=C(C=CC=C1)Cl (S)-1-(1-(3-chlorophenyl)-2-hydroxyethyl)-3-(1-(2-((2-chloro-phenyl)amino)pyrimidin-4-yl)-1H-pyrazol-4-yl)urea